3-fluoro-3-(2-(6-(trifluoromethyl)pyridineformyl)hydrazine-1-carbonyl)piperidine-1-carboxylic acid tert-butyl ester C(C)(C)(C)OC(=O)N1CC(CCC1)(C(=O)NNC(=O)C1=NC(=CC=C1)C(F)(F)F)F